ClC=1C=C(CC2=C(N=C(S2)NC(CO)=O)CN2CCOCC2)C=CC1 N-(5-(3-chlorobenzyl)-4-(morpholinomethyl)thiazol-2-yl)-2-hydroxyacetamide